FC=1C=C(C=CC1)CC(=O)NCC1=CC(=NC=C1)N1CC(C1)C(F)(F)F 2-(3-Fluorophenyl)-N-((2-(3-(trifluoromethyl)azetidin-1-yl)pyridin-4-yl)methyl)acetamide